C1(CC1)C(=O)NC=1SC2=C(C1C(NCC1CC1)=O)CC(CC2)NC(OC(C)(C)C)=O tert-Butyl N-[2-(cyclopropanecarbonylamino)-3-(cyclopropylmethylcarbamoyl)-4,5,6,7-tetrahydrobenzothiophen-5-yl]carbamate